3-methoxy-N1-methylbenzene-1,2-diamine COC1=C(C(=CC=C1)NC)N